C(C)(=O)O.C(C)N(CC)CC ethyldiethyl-amine acetate